CN1N=CC(=C1C1=CC=2N(C=C1)N=C(C2)NC(=O)C2CC2)OC[C@H]2N(CC2(C)C)C N-[5-[2-methyl-4-[[(2S)-1,3,3-trimethylazetidin-2-yl]methoxy]pyrazol-3-yl]pyrazolo[1,5-a]pyridin-2-yl]cyclopropanecarboxamide